CC=1C(=C(C=CC1)N1C(SC=C1C=1C=C(C(=O)NCCCCC=2SC=CC2)C=CC1)=O)OC 3-(3-(3-methyl-2-methoxyphenyl)-4-thiazolinonyl)-N-(4-(thiophen-2-yl)butyl)benzamide